O1C[C@@H](OC2=NC=CC=C21)C2=CC=C(CN(C1CCCC1)C)C=C2 N-{4-[(3S)-2,3-dihydro[1,4]dioxino[2,3-b]pyridin-3-yl]benzyl}-N-methylcyclopentanamine